COC1=C(CN(C2=NC(=NN3C2=NC=C3NC3CCN(CC3)C(=O)OC(C)(C)C)O[C@@H](C)CCC)CC3=C(C=C(C=C3)OC)OC)C=CC(=C1)OC Tert-butyl (S)-4-((4-(bis(2,4-dimethoxybenzyl)amino)-2-(pent-2-yloxy)imidazo[2,1-f][1,2,4]triazin-7-yl)amino)piperidin-1-carboxylate